1-[2-(tert-Butyl-dimethyl-silanyloxymethyl)-5-methoxy-4-nitro-phenyl]-4-methyl-piperazine C(C)(C)(C)[SiH2]OC(C1=C(C=C(C(=C1)[N+](=O)[O-])OC)N1CCN(CC1)C)(C)C